(2s)-2-(2,6-dichloro-4-(1-hydroxy-2-(methyl(benzofuran-3-yl)phosphoryl)ethyl)benzamido)-3-(3-(methylsulfonyl)phenyl)propionic acid ClC1=C(C(=O)N[C@H](C(=O)O)CC2=CC(=CC=C2)S(=O)(=O)C)C(=CC(=C1)C(CP(=O)(C1=COC2=C1C=CC=C2)C)O)Cl